1,4,5-Trimethyl-1,5,6,7-tetrahydro-2H-pyrrolo[3,4-b]pyridin-2-one Hydrochloride Cl.CN1C2=C(C(=CC1=O)C)C(NC2)C